2-butoxy-7-((6-(4-ethylpiperazin-1-yl)-5-methylpyridin-3-yl)methyl)imidazo[2,1-f][1,2,4]triazin-4-amine C(CCC)OC1=NN2C(C(=N1)N)=NC=C2CC=2C=NC(=C(C2)C)N2CCN(CC2)CC